ClC=1C=C2C(C(=C(N(C2=CC1F)O)C)CC1=CC=C(C=C1)C(=O)O)=O 6-chloro-7-fluoro-1-hydroxy-2-methyl-3-(4-carboxybenzyl)-4(1H)-quinolinone